6-fluoro-5-[4-[(5-fluoro-2-methyl-3-oxo-4H-quinoxalin-6-yl)methyl]Piperazin-1-yl]-N-Methyl-pyridine-2-carboxamide FC1=C(C=CC(=N1)C(=O)NC)N1CCN(CC1)CC=1C(=C2NC(C(=NC2=CC1)C)=O)F